CN1C(=CC2=C(C=CC(=C12)Cl)NC1=CC(=NC=N1)OC)C(=O)NS(=O)(=O)C1=CC=C(C=C1)OC 1-Methyl-4-((4-methoxypyrimidin-6-yl)amino)-7-chloro-N-(4-methoxybenzenesulfonyl)-indole-2-carboxamide